1,6-diisocyanatohexane N(=C=O)CCCCCCN=C=O